CN(S(=O)(=O)NC1=CC=C(C=C1)NC(C1=C(C=CC=C1)I)=O)C N-(4-((N,N-dimethylsulfamoyl)amino)phenyl)-2-iodobenzamide